Cl.F[C@@H]1CNC[C@@H]1F (3R,4S)-3,4-difluoro-pyrrolidine hydrochloride